CN1N=C2C(=C(C(=CC2=C1)C1=NC2=CC=C(N=C2C=C1)N1C[C@@H](CC1)NC1CC(C1)F)O)C 2,7-dimethyl-5-{6-[(3R)-3-{[(1r,3r)-3-fluorocyclobutyl]amino}pyrrolidin-1-yl]-1,5-naphthyridin-2-yl}indazol-6-ol